FC(C1=NNC=2CCCC(C12)O)(F)F 3-(trifluoromethyl)-6,7-dihydro-4H-indazol-4-ol